4-(1-p-Tolyl-1H-[1,2,3]triazol-4-yl)-piperidine C1(=CC=C(C=C1)N1N=NC(=C1)C1CCNCC1)C